ClC=1C=CC2=C(C=3C(O2)=CC=2OC(=CC2C3)C3=CC=CC=C3)C1 6-chloro-2-phenylbenzo[d]Benzo[1,2-b:5,4-b']Difuran